FC=1C=C(C=CC1)N1N=CC=2C1=NC(=NC2NC(=O)C=2SC(=CC2)[N+](=O)[O-])N2C=C(C=C2)C(=O)N(C)OC 1-(1-(3-fluorophenyl)-4-(5-nitrothiophene-2-carboxamido)-1H-pyrazolo[3,4-d]pyrimidin-6-yl)-N-methoxy-N-methyl-1H-pyrrole-3-carboxamide